COC/C(=C/C(=C/C1=CC=CC=C1)/CCCCCC)/C ((E)-2-((E)-3-methoxy-2-methylprop-1-en-1-yl)oct-1-en-1-yl)benzene